C(C)(C)(C)OC(=O)N1N=C(C2=CC=C(C=C12)[C@@H]1C[C@@]12C(N(C1=CC=C(C=C21)OC)C(=O)OC(C)(C)C)=O)NC2=NC(=CN=C2OC)C(C)C Tert-butyl (1R,2S)-2-[1-(tert-butoxycarbonyl)-3-[(6-isopropyl-3-methoxypyrazin-2-yl)amino]indazol-6-yl]-5'-methoxy-2'-oxospiro[cyclopropane-1,3'-indole]-1'-carboxylate